C(C)(C)(C)OC(=O)C=1C=C(C=CC1)C1=NOC(C1)C(=O)O 3-(3-(tert-butoxycarbonyl)phenyl)-4,5-dihydroisoxazole-5-carboxylic acid